N-((3R,4S)-3-methyl-1-((1-methyl-1H-imidazol-4-yl)sulfonyl)piperidin-4-yl)-5-(trifluoromethyl)pyrimidin-2-amine C[C@@H]1CN(CC[C@@H]1NC1=NC=C(C=N1)C(F)(F)F)S(=O)(=O)C=1N=CN(C1)C